C(C)C=1C(=C(C#N)C=CC1F)C(F)(F)F 3-ethyl-4-fluoro-2-(trifluoromethyl)benzonitrile